bromo-2-methyl-1'-oxo-1'H-spiro[cyclopropane-1,4'-isoquinoline] BrC1=NC(C2=CC=CC=C2C12C(C2)C)=O